chloro-4,5-dihydro-2H,5'H-spiro[furan-3,7'-furo[3,4-d]pyrimidin]-5'-ol ClC=1N=CC2=C(N1)C1(OC2O)COCC1